(1H-1,2,3-triazol-4-yl)methanamine hydrochloride Cl.N1N=NC(=C1)CN